4-[2-[(2-methylpyridin-4-yl)amino]-4-pyridinyl]-6-[2-(trifluoromethyl)phenyl]-1H-pyridin-2-one CC1=NC=CC(=C1)NC1=NC=CC(=C1)C1=CC(NC(=C1)C1=C(C=CC=C1)C(F)(F)F)=O